[C@@H]12OC[C@@H](N(C1)CC(=O)NC=1N=CC3=CC=C(C=C3C1)C1=CN=C(N1C)C)C2 2-((1s,4s)-2-oxa-5-azabicyclo[2.2.1]heptan-5-yl)-N-(6-(1,2-dimethyl-1H-imidazol-5-yl)isoquinolin-3-yl)acetamide